NC([C@H](CCC(=O)OC(C)(C)C)N1C(C2=CC(=CC=C2C1)C1CCNCC1)=O)=O tert-butyl (4S)-5-amino-5-oxo-4-[1-oxo-6-(4-piperidyl)isoindolin-2-yl]pentanoate